(3-(5-(2-fluorophenyl)-2H-indazol-2-yl)piperidin-1-yl)prop-2-en-1-one FC1=C(C=CC=C1)C1=CC2=CN(N=C2C=C1)C1CN(CCC1)C(C=C)=O